N-(2-(4-(3-(3-chloro-4-ethoxyphenyl)-1,2,4-oxadiazol-5-yl)piperidin-1-yl)-2-oxoethyl)benzamide ClC=1C=C(C=CC1OCC)C1=NOC(=N1)C1CCN(CC1)C(CNC(C1=CC=CC=C1)=O)=O